quinolin-7-ol hydrochloride salt Cl.N1=CC=CC2=CC=C(C=C12)O